ClC=1C=CC=C2C=CC=C(C12)N1CC=2N=C(N=C(C2CC1)O)OCC12CCCN2CC(C1)F 7-(8-chloronaphthalen-1-yl)-2-((2-fluorotetrahydro-1H-pyrrolizin-7a(5H)-yl)methoxy)-5,6,7,8-tetrahydropyrido[3,4-d]pyrimidin-4-ol